C(C1=CC=CC=C1)N([C@@H]1CN(C[C@H]1OCC(C)(C)O)C(=O)OC(C)(C)C)CC1=CC=CC=C1 tert-butyl (3R,4R)-3-(dibenzylamino)-4-(2-hydroxy-2-methylpropoxy)pyrrolidine-1-carboxylate